Alanine β-naphthylamide C1=C(C=CC2=CC=CC=C12)NC([C@@H](N)C)=O